FC1=CC(=C(CN2CCC3(CC2)COC2=C4CN(C(C4=CC=C23)=O)[C@@H]2C(NC(CC2)=O)=O)C=C1)OC(C)C (S)-3-(1'-(4-fluoro-2-isopropoxybenzyl)-6-oxo-6,8-dihydro-2H,7H-spiro[furo[2,3-e]isoindole-3,4'-piperidin]-7-yl)piperidine-2,6-dione